7-[(3S)-3-methylpiperazin-1-yl]-2-(4-phenoxyphenyl)-4,5,6,7-tetrahydro-2H-pyrazolo[4,3-b]pyridine-3-carboxamide C[C@H]1CN(CCN1)C1C=2C(NCC1)=C(N(N2)C2=CC=C(C=C2)OC2=CC=CC=C2)C(=O)N